FC(C(=O)O)(F)F.NCC(CC=1N(C(NN1)=O)C1=NC=C(C=C1C)C1=CC=C(C=C1)N1C(CCC1)=O)=C(F)F [2-(aminomethyl)-3,3-difluoro-allyl]-4-[3-methyl-5-[4-(2-oxopyrrolidin-1-yl)phenyl]-2-pyridinyl]-1,2,4-triazol-3-one trifluoroacetate